10-phenyl-2,7-dibromoacridone C1(=CC=CC=C1)N1C=2C=CC(=CC2C(C2=CC(=CC=C12)Br)=O)Br